N-(3,4-Dichlorophenyl)-8,9-dihydroimidazo[1,5-b][2,7]naphthyridine ClC=1C=C(C=CC1Cl)N1CN2C=C3C=NCCC3=CC2=C1